ClC1=C(OC2=CC=C(C=N2)C2CN(C2)C(=O)N2C[C@H](CC2)N2N=NN=C2)C=CC=C1 [3-[6-(2-chlorophenoxy)-3-pyridinyl]azetidin-1-yl]-[(3S)-3-(tetrazol-1-yl)pyrrolidin-1-yl]methanone